2-[4,6-Dimethyl-3-(trifluoromethyl)-2H,4H,5H,6H-cyclopenta[c]pyrazol-2-yl]acetic acid CC1CC(C2=NN(C(=C21)C(F)(F)F)CC(=O)O)C